ClC1=CC=C2C(N3C(=NC2=C1)C(C1=CC(=CC=C13)C(=O)O)=O)=O 3-Chloro-6,12-dioxo-6,12-dihydroindolo[2,1-b]quinazoline-8-carboxylic Acid